C(C1=CC=CC=C1)=C1N=C(OC1=O)C=CC1=C(C(=C(C=C1)OC)OC)OC benzylidene-2-(2,3,4-trimethoxystyryl)oxazol-5(4H)-one